(S)-1-(3-methyl-piperazin-1-yl)-prop-2-en-1-one 2,2,2-trifluoro-acetate FC(C(=O)O)(F)F.C[C@H]1CN(CCN1)C(C=C)=O